1-[3-cyano-6-methoxy-7-(3-methoxypropoxy)-4-quinolyl]-4-oxo-pyridine-3-carboxylic acid C(#N)C=1C=NC2=CC(=C(C=C2C1N1C=C(C(C=C1)=O)C(=O)O)OC)OCCCOC